C1(CCC(CC1)O)C1CCCCC1 4-Bicyclohexanol